tert-butyl 2-(difluoromethoxy)-4-[7-(3-hydroxyoxetan-3-yl)imidazo[1,2-a]pyridin-3-yl]-6-methoxy-benzoate FC(OC1=C(C(=O)OC(C)(C)C)C(=CC(=C1)C1=CN=C2N1C=CC(=C2)C2(COC2)O)OC)F